6-((3-chlorophenoxy)methyl)pyridazin-3-amine ClC=1C=C(OCC2=CC=C(N=N2)N)C=CC1